4-Cyclopentyl 8-methyl (S)-3-methyl-2,3-dihydrobenzo[f][1,4]oxazepine-4,8(5H)-dicarboxylate C[C@H]1COC2=C(CN1C(=O)OC1CCCC1)C=CC(=C2)C(=O)OC